3-((4-(7,7-difluoro-3-azabicyclo[4.1.0]heptan-6-yl)phenyl)amino)piperidine-2,6-dione hydrochloride salt Cl.FC1(C2(CCNCC12)C1=CC=C(C=C1)NC1C(NC(CC1)=O)=O)F